7-Bromo-2-oxospiro[indoline-3,3'-pyrrole]-1'-carboxylic acid tert-butyl ester C(C)(C)(C)OC(=O)N1CC2(C=C1)C(NC1=C(C=CC=C12)Br)=O